(hydrazinecarboxamide) ethyl-methacrylate C(C)OC(C(=C)C)=O.N(N)C(=O)N